N1(CC1)CCC(=O)O.N1(CC1)CCC(=O)O.N1(CC1)CCC(=O)O.C(O)C(CC)(CO)CO trimethylolpropane tris(beta-aziridinyl propionate)